C(C1=CC=CC=C1)N1CCC(CC1)NC(=O)N1CC(C2=NC=C(C=C21)F)(C)C N-(1-benzylpiperidin-4-yl)-6-fluoro-3,3-dimethyl-2,3-dihydro-1H-pyrrolo[3,2-b]pyridine-1-carboxamide